tetraethyl 8-oxopentadecane-1,7,9,15-tetracarboxylate O=C(C(CCCCCCC(=O)OCC)C(=O)OCC)C(CCCCCCC(=O)OCC)C(=O)OCC